CCC(C(CCC(C(C=C)C(=O)O)C(=O)O)C(=O)O)C(=O)O dec-9-en-3,4,7,8-tetracarboxylic acid